C(C)N(CCC(C=CC=C)=C)CC 1-diethylamino-3-methylenehept-4,6-diene